4-((2R,4s,6S)-2-cyano-7-((5-cyclopropyl-7-methyl-1H-indol-4-yl)methyl)-7-azaspiro[3.5]nonan-6-yl)-N-(2-azaspiro[3.3]heptan-6-yl)benzamide C(#N)C1CC2(C1)C[C@H](N(CC2)CC2=C1C=CNC1=C(C=C2C2CC2)C)C2=CC=C(C(=O)NC1CC3(CNC3)C1)C=C2